(S)-5-chloro-4-((1-(2-chlorophenyl)propyl)amino)-2-fluoro-N-(pyrimidin-4-yl)benzenesulfonamide 2,2,2-trifluoroacetate FC(C(=O)O)(F)F.ClC=1C(=CC(=C(C1)S(=O)(=O)NC1=NC=NC=C1)F)N[C@@H](CC)C1=C(C=CC=C1)Cl